ClC1=C(C(=CC=C1)N1CCN(CC1)C(C)C)NC(=O)N1CCC(CC1)(C1=NOC(=N1)[C@H]1[C@H](C1)C)C |r| Rac-N-{2-chloro-6-[4-(propan-2-yl)piperazin-1-yl]phenyl}-4-methyl-4-{5-[(1r,2s)-2-methylcyclopropyl]-1,2,4-oxadiazol-3-yl}piperidine-1-carboxamide